BrC=1C=CC(=C(C1)S(=O)(=O)N1CCOCC1)C 4-((5-bromo-2-methylphenyl)sulfonyl)morpholine